C1(CCC1)C1=C(C=CC=C1F)C1=C(C=CC(=C1)C(C(=O)NS(=O)(=O)CC)(C)C)O[C@H]1C[C@@H](CC1)NC(=O)C1(CNC2(CCC2)C1)F (7ξ)-N-{(1R,3R)-3-[(2'-cyclobutyl-5-{1-[(ethanesulfonyl)amino]-2-methyl-1-oxopropan-2-yl}-3'-fluoro[1,1'-biphenyl]-2-yl)oxy]cyclopentyl}-7-fluoro-5-azaspiro[3.4]octane-7-carboxamide